C1(CC1)CN1CCC2(CC(=NO2)C(=O)N[C@@H](CCCCCC(CC)=O)C=2NC(=CN2)C=2C=C3C=CC(N(C3=CC2OC)C)=O)CC1 (S)-8-(cyclopropylmethyl)-N-(1-(5-(7-methoxy-1-methyl-2-oxo-1,2-dihydroquinolin-6-yl)-1H-imidazol-2-yl)-7-oxononyl)-1-oxa-2,8-diazaspiro[4.5]dec-2-ene-3-carboxamide